2-(acrylamidomethoxy)ethyltrimethylammonium chloride [Cl-].C(C=C)(=O)NCOCC[N+](C)(C)C